COCC1N(CCC1)C=O (2-methoxymethyl-pyrrolidin-1-yl)-methanone